Lithium cobalt zirconium oxide [O-2].[Zr+4].[Co+2].[Li+]